ClC1=CC(=CC=C1)I 1-chloro-3-iodo-benzene